3'-(9H-carbazol-9-yl)-N-(4-(phenanthren-9-yl)phenyl)-[1,1'-biphenyl]-4-amine C1=CC=CC=2C3=CC=CC=C3N(C12)C=1C=C(C=CC1)C1=CC=C(C=C1)NC1=CC=C(C=C1)C=1C2=CC=CC=C2C=2C=CC=CC2C1